FC1=C(C=CC=C1)C1=NC2=C(CN(CC2)C2CC=3C=CC=NC3CC2)N1 6-(2-(2-fluorophenyl)-3,4,6,7-tetrahydro-5H-imidazo[4,5-c]pyridin-5-yl)-5,6,7,8-tetrahydroquinoline